C(#N)C1=C(C(=NC2=CC(=CC=C12)C1CCC1)OC)C(=O)OCC ethyl 4-cyano-7-cyclobutyl-2-methoxyquinoline-3-carboxylate